C(C1=CC=CC=C1)N1C[C@@H](CCC1)NC1=NC=C2N=C(N(C2=N1)C1CCC(CC1)C(=O)N)NC1=C(C=C(C=C1F)F)Cl (1S,4s)-4-(2-((R)-1-benzylpiperidin-3-ylamino)-8-(2-chloro-4,6-difluorophenylamino)-9H-purin-9-yl)cyclohexanecarboxamide